1-(2,4,5-trifluorophenyl)butan-2-amine FC1=C(C=C(C(=C1)F)F)CC(CC)N